(R)-2-methoxypropyl ((4-nitrophenoxy)(phenoxy)phosphoryl)-L-alaninate [N+](=O)([O-])C1=CC=C(OP(=O)(OC2=CC=CC=C2)N[C@@H](C)C(=O)OC[C@@H](C)OC)C=C1